FCCCCCCCCCN(CC#CC1=CC=C(C=C1)C1OC2=CC=C(C=C2C(=C1C1=CC(=CC=C1)O)C)O)C 2-(4-{3-[(9-Fluorononyl)methylamino]prop-1-ynyl}phenyl)-3-(3-hydroxyphenyl)-4-methyl-2H-chromen-6-ol